5-chloro-6-formyl-7,8-dihydronaphthalen-2-yl acetate C(C)(=O)OC1=CC=2CCC(=C(C2C=C1)Cl)C=O